COCC=1C=C(C(=NC1)C(=O)OCC)C(=O)[O-] ethyl 5-methoxymethylpyridine-2,3-dicarboxylate